1-(pyridin-2-yl)-3-(p-tolyl)prop-2-en-1-one N1=C(C=CC=C1)C(C=CC1=CC=C(C=C1)C)=O